FC1=C(C=C(OCCOC2=CC=C(C#N)C=C2)C=C1)N1C(=NC=C1)C 4-(2-(4-fluoro-3-(2-methyl-1H-imidazol-1-yl)phenoxy)ethoxy)benzonitrile